5-amino-valerate NCCCCC(=O)[O-]